NC1=CC=C(C=C1)N1CCN(CC1)C(C(C)C)=O 1-(4-(4-aminophenyl)piperazin-1-yl)-2-methylpropan-1-one